N-methyl-N-(2-(methylamino)phenyl)formamide CN(C=O)C1=C(C=CC=C1)NC